3-[[3-(2-carboxyethylcarbamoyloxy)-2-hydroxy-propoxy]carbonylamino]propionic acid C(=O)(O)CCNC(=O)OCC(COC(=O)NCCC(=O)O)O